N1N=CC2=CC=C(C=C12)C=1N=C(C=2N(C1)N=CN2)NC2=CC(=C(C=C2)N2CCN(CC2)C2COC2)OC 6-(1H-indazol-6-yl)-N-(3-methoxy-4-(4-(oxetan-3-yl)piperazin-1-yl)phenyl)-[1,2,4]triazolo[1,5-a]pyrazin-8-amine